3-[3,5-bis(trifluoromethyl)pyridin-2-yl]-7-fluoro-1-(prop-2-ynyl)-2,3,4,5-tetrahydro-1H-1-benzazepine FC(C=1C(=NC=C(C1)C(F)(F)F)C1CN(C2=C(CC1)C=C(C=C2)F)CC#C)(F)F